2-(2-bromophenyl)Ethylamine BrC1=C(C=CC=C1)CCN